FC1(CC1)C(=O)NC1=CC=C(C=C1)C1=CN=C2N1C=C(N=C2)C(=O)NC 3-[4-[(1-fluorocyclopropanecarbonyl)amino]phenyl]-N-methyl-imidazo[1,2-a]pyrazine-6-carboxamide